N-[(2-Amino-3-pyridyl)sulfonyl]-6-(5-fluoro-2-hydroxyphenyl)-2-[(4S)-2,2,4-trimethylpyrrolidin-1-yl]pyridin-3-carboxamid NC1=NC=CC=C1S(=O)(=O)NC(=O)C=1C(=NC(=CC1)C1=C(C=CC(=C1)F)O)N1C(C[C@@H](C1)C)(C)C